CC1=CC=C(C(=O)NC(CO)C)C=C1 4-Methyl-N-(1-hydroxy-2-propyl)benzamide